NC1=C(C(=C(C(=C1F)F)F)F)C1=C(C=C2C(=C(C(N(C2=N1)C=1C(=NC=CC1C)C(C)C)=O)C#N)N1C[C@H](N(CC1)C(C=C)=O)C)Cl 7-(2-amino-3,4,5,6-tetrafluoro-phenyl)-6-chloro-1-(2-isopropyl-4-methyl-3-pyridyl)-4-[(3R)-3-methyl-4-prop-2-enoyl-piperazin-1-yl]-2-oxo-1,8-naphthyridine-3-carbonitrile